8-[4-(5-Bromo-pyrimidin-2-yloxy)-phenyl]-6-chloro-1-methyl-9H-pyrido[3,4-b]indole BrC=1C=NC(=NC1)OC1=CC=C(C=C1)C=1C=C(C=C2C3=C(NC12)C(=NC=C3)C)Cl